cyclododeca-4,8-dien C1CCC=CCCC=CCCC1